3-(3-(8-((2,6-dimethylbenzyl)amino)-2,3-dimethylimidazo[1,2-a]pyridin-6-yl)ureido)propionic acid CC1=C(CNC=2C=3N(C=C(C2)NC(NCCC(=O)O)=O)C(=C(N3)C)C)C(=CC=C1)C